ethyl 5-((4-chlorobenzyl)carbamoyl)-1H-pyrrole-2-carboxylate ClC1=CC=C(CNC(=O)C2=CC=C(N2)C(=O)OCC)C=C1